(3,4-dihydroxyphenethyl)-2-oxoazepane-1-carboxamide OC=1C=C(CCC2C(N(CCCC2)C(=O)N)=O)C=CC1O